FC1=C2C(=CC(=CC2=CC=C1F)CC(=O)[O-])O (5,6-difluoro-4-hydroxy-2-naphthyl)acetate